C(#N)CCCCOCCOCCCCC#N ethyleneglycol di(4-cyanobutyl) ether